B(O)(O)CCC=1C(=C(C(=O)O)C(=CC1)OC1CN(C1)C(CC1CNCCS1(=O)=O)=O)O 3-(2-boronoethyl)-6-({1-[(1,1-dioxo-1λ6-thiomorpholin-2-yl)acetyl]azetidin-3-yl}oxy)-2-hydroxybenzoic acid